(3R,4R)-1-(1H-benzo[d]imidazol-5-yl)-4-(2,6-difluoro-4-(1-(trifluoromethyl)-1H-pyrazol-4-yl)phenyl)-3-(2,2,2-trifluoroethyl)azetidin-2-one N1C=NC2=C1C=CC(=C2)N2C([C@@H]([C@@H]2C2=C(C=C(C=C2F)C=2C=NN(C2)C(F)(F)F)F)CC(F)(F)F)=O